1,4-diphenoxy-2-butene O(C1=CC=CC=C1)CC=CCOC1=CC=CC=C1